[1-(cyclohexylcarboxy)ethyl]chloroformate C1(CCCCC1)OC(=O)C(C)OC(=O)Cl